ClCC1=CC=C(C=C1)N1C(NCCC1)=O 1-(4-(chloromethyl)phenyl)tetrahydropyrimidine-2(1H)-one